4-[4-[[2-(4-chlorophenyl)phenyl]methyl]piperazin-1-yl]-2-(1H-pyrrolo[2,3-b]pyridin-5-yloxy)benzoic acid ClC1=CC=C(C=C1)C1=C(C=CC=C1)CN1CCN(CC1)C1=CC(=C(C(=O)O)C=C1)OC=1C=C2C(=NC1)NC=C2